BrC=1C(=C(C(NN1)=O)Cl)Cl 6-bromo-4,5-dichloropyridazin-3(2H)-one